NCCC1CCN(CC1)CC(CN1N=NC=C1)(O)C1=C(C=C(C=C1)F)F 1-(4-(2-aminoethyl)piperidin-1-yl)-2-(2,4-difluorophenyl)-3-(1H-1,2,3-triazol-1-yl)propan-2-ol